N1(CCCC1)CC=1C=CC(=C(C1)O)S 5-(pyrrolidin-1-ylmethyl)-2-sulfanyl-phenol